COC1(CCC(CC1)=O)C 4-Methoxy-4-methylcyclohexan-1-one